6-[8-(1,3-benzothiazol-2-ylcarbamoyl)-3,4-dihydroisoquinolin-2(1H)-yl]-3-(2-methyl-4-phenoxyphenyl)pyridine-2-carboxylic acid S1C(=NC2=C1C=CC=C2)NC(=O)C=2C=CC=C1CCN(CC21)C2=CC=C(C(=N2)C(=O)O)C2=C(C=C(C=C2)OC2=CC=CC=C2)C